[Br-].C[N+](C)(C)C methyl-trimethyl-ammonium bromide